7-fluoro-1H-pyrrolo[3,2-c]pyridine-2-carboxylic acid FC=1C2=C(C=NC1)C=C(N2)C(=O)O